ClC1=CC(=C(C=N1)C=1CN(CC1)C(=O)OC(C)(C)C)C1=NN(C=C1)C tert-butyl 3-(6-chloro-4-(1-methyl-1H-pyrazol-3-yl)pyridin-3-yl)-2,5-dihydro-1H-pyrrole-1-carboxylate